3-[(6-phenylpyridazin-3-yl)amino]-N-[3-(pyrrolidin-1-yl)propyl]benzamide C1(=CC=CC=C1)C1=CC=C(N=N1)NC=1C=C(C(=O)NCCCN2CCCC2)C=CC1